(2,6-dibutyl-1,4-phenylen)ether C(CCC)C1=C2C(=CC(=C1)O2)CCCC